C(#N)/C(/C(=O)O)=C/C1=CC=C(C=C1)\C=C\C(=O)C=1C(OC2=CC(=CC=C2C1)N1CCN(CC1)C(=O)OCC)=O (Z)-2-cyano-3-(4-((E)-3-(7-(4-(ethoxycarbonyl)piperazine-1-yl)-2-oxo-2H-chromene-3-yl)-3-oxoprop-1-ene-1-yl)phenyl)acrylic acid